P(=O)([O-])([O-])[O-].[Ce+3] cerium phosphate